ClCC1=CC2=CC=CC=C2C=C1OC 2-(chloromethyl)-3-methoxynaphthalene